C(CCCCCCCCCCCC)C(C(=O)[O-])(CCCCCC)F tridecyl-fluoro-1-octanoate